N-nonanoyl-N-methyl-β-alanine C(CCCCCCCC)(=O)N(CCC(=O)O)C